O=C1CC(CCCC1)NC(OC(C)(C)C)=O tert-butyl (3-oxocycloheptyl)carbamate